[1-(9H-carbazol-9-yl)methyl]cyanoacetic acid C1=CC=CC=2C3=CC=CC=C3N(C12)CC(C(=O)O)C#N